CC1(C(NC2=CC=CC=C12)=O)C 3,3-dimethyl-2-oxo-indolin